Benzyl N-methyl-N-[2-[(2R)-morpholin-2-yl]ethyl]carbamate CN(C(OCC1=CC=CC=C1)=O)CC[C@@H]1CNCCO1